[Cl-].[Cl-].C[Si](=[Zr+2](C1=C(C=C(C1C)C)C=1OC(=CC1)[Si](C)(C)C)C1=C(C=C(C1C)C)C=1OC(=CC1)[Si](C)(C)C)C dimethylsilanediylbis[2-(5-trimethylsilylfuran-2-yl)-4,5-dimethylcyclopentadien-1-yl]zirconium dichloride